ClC1=CC=C(C=C1)N1N=C(N=C1)C(=O)N1CCCCC1 (1-(4-chlorophenyl)-1H-1,2,4-triazol-3-yl)(piperidin-1-yl)methanone